2-tert-butyl-6-(4-methoxybenzyl)-8-(morpholin-4-yl)-2,6-dihydroimidazo[1,2-c]pyrido[2,3-e]pyrimidin-5(3H)-one C(C)(C)(C)C1N=C2N(C(N(C3=C2N=CC(=C3)N3CCOCC3)CC3=CC=C(C=C3)OC)=O)C1